1-(Spiro[benzopyran-3,4'-piperidin]-6-yl)dihydropyrimidine-2,4(1H,3H)-dione N1CCC2(CC1)COC1=C(C2)C=C(C=C1)N1C(NC(CC1)=O)=O